C(C)(C)(C)C1=CC=C(C=C1)N1C2=CC=C(C=C2C=2C=C(C=CC12)[Si](C1=CC=CC=C1)(C1=CC=CC=C1)C1=CC=CC=C1)[Si](C1=CC=CC=C1)(C1=CC=CC=C1)C1=CC=CC=C1 9-(4-tertbutyl-phenyl)-3,6-bis(triphenyl-silyl)-9H-carbazole